CN(C1C2CN(CC12)C(=O)OC(C)(C)C)C=1N=NC(=CC1)C1=CC=C(C=2N=CSC21)C=2C=NN(C2)C2OCCCC2 tert-butyl (exo)-6-[methyl(6-[4-[1-(oxan-2-yl)pyrazol-4-yl]-1,3-benzothiazol-7-yl]pyridazin-3-yl)amino]-3-azabicyclo[3.1.0]hexane-3-carboxylate